8-[2,6-bis(2-methoxyphenyl)phenyl]-8-phosphaspiro[4.5]decane COC1=C(C=CC=C1)C1=C(C(=CC=C1)C1=C(C=CC=C1)OC)P1CCC2(CCCC2)CC1